Cl.N[C@H](C(=O)OCC1=CC(=NC(=C1)Cl)Cl)CC1CCN(CC1)C(N)=O (2,6-Dichloropyridin-4-yl)methyl (S)-2-amino-3-(1-carbamoylpiperidin-4-yl)propanoate hydrochloride